C(CCC)N(CCO)CCCC N,N-Dibutylethanolamine